silver-nickel-gold [Au].[Ni].[Ag]